BrC1=CC(=C2C(=N1)N=C(O2)C)C 5-bromo-2,7-dimethyloxazolo[4,5-b]pyridine